2-(5,6-dihydro-1H-cyclobut[F]indol-3-yl)acetic acid ethyl ester C(C)OC(CC1=CNC2=CC3=C(C=C12)CC3)=O